O=C1NC(CC[C@@H]1N1C(C2=CC=CC(=C2C1=O)N1CCC2(CC(C2)N2CCN(CC2)C2=CC=C(C=C2)NC2=C3N=CN(C3=NC=N2)C2CC(C2)NC(CC2=CC=CC=C2)=O)CC1)=O)=O N-((1s,3s)-3-(6-((4-(4-(7-(2-(2,6-dioxopiperidin-3-yl)-1,3-dioxoisoindolin-4-yl)-7-azaspiro[3.5]nonan-2-yl)piperazin-1-yl)phenyl)amino)-9H-purin-9-yl)cyclobutyl)-2-phenylacetamide